C(CCCCCCCCCCCCCCCCCCCCCCCCCC)(=O)O heptacosanic acid